FC(C)(F)C=1C=C(C=CC1)NC(=O)C1=NC(=C(N=C1C)C=1C=C(C(=CC1)OC(F)F)C1=CC=CC=C1)C N-(3-(1,1-difluoroethyl)phenyl)-5-(6-(difluoromethoxy)-[1,1'-biphenyl]-3-yl)-3,6-dimethylpyrazine-2-carboxamide